O=C1NC(CCC1N1C(N(C2=C1C=CC(=C2)C2CCN(CC2)C[C@@H]2CN(CC2)C(=O)OC(C)(C)C)C)=O)=O Tert-butyl (3R)-3-[[4-[1-(2,6-dioxo-3-piperidyl)-3-methyl-2-oxo-benzimidazol-5-yl]-1-piperidyl]methyl]pyrrolidine-1-carboxylate